beta-glycidoxypropyl-tripropoxysilane C(C1CO1)OC(C[Si](OCCC)(OCCC)OCCC)C